C1(CC1)C1=CC(=CN(N1)C)N=C=S 6-cyclopropyl-4-isothiocyanato-2-methylpyridazin